(S)-2-((1-hydroxy-3-(octadecyloxy)propan-2-yl)oxy)benzoic acid OC[C@@H](COCCCCCCCCCCCCCCCCCC)OC1=C(C(=O)O)C=CC=C1